N-vinyl-imidazolin-2-one C(=C)N1C(NCC1)=O